C(C)(C)C1=CC(=NO1)C(=O)NC1=CC(=CC=C1)[C@H](C)NC=1N=C2C(=NC1)NC=C2C (S)-5-isopropyl-N-(3-(1-((7-methyl-5H-pyrrolo[2,3-b]pyrazin-2-yl)amino)ethyl)phenyl)isoxazole-3-carboxamide